3,4,4',5-tetramethoxy-3'-hydroxystilbene COC=1C=C(C=C(C1OC)OC)C=CC1=CC(=C(C=C1)OC)O